phenylethyl-furfuryl alcohol C1(=CC=CC=C1)CCC(C1=CC=CO1)O